tert-butyl (3-acetyl-9-(5-((2-chloro-3-((R)-3-methoxypyrrolidin-1-yl)phenyl)thio)pyrazin-2-yl)-3,9-diazaspiro[5.5]undec-1-yl)carbamate C(C)(=O)N1CC(C2(CC1)CCN(CC2)C2=NC=C(N=C2)SC2=C(C(=CC=C2)N2C[C@@H](CC2)OC)Cl)NC(OC(C)(C)C)=O